O1CC=CCC1 2,5-dihydro-1H-pyran